(S)-1-[(R)-1-[6-({4-[2-amino-6-(m-cyanophenyl)-4-pyrimidinyl]-1H-1,2,3-triazol-1-yl}methyl)-2-pyridinyl]ethyl]-2-pyrrolidinecarboxylic acid NC1=NC(=CC(=N1)C=1N=NN(C1)CC1=CC=CC(=N1)[C@@H](C)N1[C@@H](CCC1)C(=O)O)C1=CC(=CC=C1)C#N